C(C)([O-])=S Ethanethioate